(1-{[2-(Methylsulfanyl)-5-[2-(triisopropylsilyl)ethynyl]pyrido[2,3-d]pyrimidin-7-yl]amino}cyclopentyl)methanol CSC=1N=CC2=C(N1)N=C(C=C2C#C[Si](C(C)C)(C(C)C)C(C)C)NC2(CCCC2)CO